NCCCCCCCCC(=O)NC1=C2C(N(C(C2=CC=C1)=O)C1C(NC(CC1)=O)=O)=O 9-amino-N-(2-(2,6-dioxopiperidin-3-yl)-1,3-dioxoisoindolin-4-yl)nonanamide